FC=1C=C(C=CC1F)C=1C=CC=NC1 5-(3,4-difluorophenyl)pyridine